2-acetyl-4-(2,3-dihydrobenzo[b][1,4]dioxin-6-yl)-5-((5-nitrothiazol-2-yl)thio)-2,4-dihydro-3H-1,2,4-triazol-3-one C(C)(=O)N1N=C(N(C1=O)C1=CC2=C(OCCO2)C=C1)SC=1SC(=CN1)[N+](=O)[O-]